FC(OC=1C=CC(=NC1)NC(=O)C12CCC(C1)(C2)NC(OC(C)(C)C)=O)(F)F tert-butyl (4-((5-(trifluoromethoxy)pyridin-2-yl)carbamoyl)bicyclo[2.1.1]hexan-1-yl)carbamate